Benzyl (trans-4-carbamoylcyclohexyl)carbamate C(N)(=O)[C@@H]1CC[C@H](CC1)NC(OCC1=CC=CC=C1)=O